4-(tert-butyl)-N-phenylaniline C(C)(C)(C)C1=CC=C(NC2=CC=CC=C2)C=C1